Cl.ClC=1C=C(C=CC1Cl)C1=CC=C(C=C1)N 3',4'-dichloro-[1,1'-biphenyl]-4-amine hydrochloride